C(C)(C)(C)OC([C@H](N(S(=O)(=O)C1=C(C(=C(C(=C1F)F)F)F)F)C)COCC1=CC=CC=C1)=O.ClC=1C(=NC=C(C(=O)NC)C1)N1CCN(CC1)C1=NOC2=C1C(=CC=C2)C(F)(F)F 5-Chloro-N-methyl-6-(4-(4-(trifluoromethyl)benzo[d]isoxazol-3-yl)piperazin-1-yl)nicotinamide tert-butyl-O-benzyl-N-methyl-N-((perfluorophenyl)sulfonyl)-D-serinate